ClC1=C(COC=2C(=NC=C(C2)C=2C=C3C(=CNC3=CC2)C=2CCN(CC2)C)N)C(=CC=C1)Cl 3-(2,6-dichloro-benzyloxy)-5-[3-(1-methyl-1,2,3,6-tetrahydro-pyridin-4-yl)-1H-indol-5-yl]-pyridin-2-ylamine